O=C1NC(CCC1N1C(C2=CC=C(C=C2C1=O)N1CCC2(CNCCO2)CC1)=O)=O 2-(2,6-dioxopiperidin-3-yl)-5-[1-oxa-4,9-diazaspiro[5.5]undecan-9-yl]isoindole-1,3-dione